CC1[C@@H](C1C1=NC=CC=C1)C(=O)OC(C)(C)C tert-butyl (1S)-2-methyl-3-(pyridin-2-yl)cyclopropane-1-carboxylate